Cl.NC1=NC(=CC(=N1)C1=CC[C@]2(C[C@H](NC2)C(=O)O)CC1)O[C@@H](C(F)(F)F)C1=C(C=C(C=C1)Cl)N1N=C(C=C1)C (3S,5S)-8-(2-amino-6-((R)-1-(4-chloro-2-(3-methyl-1H-pyrazol-1-yl)phenyl)-2,2,2-trifluoroethoxy)pyrimidin-4-yl)-2-azaspiro[4.5]dec-7-ene-3-carboxylic acid hydrochloride